2-Hydroxy-7-[(1-L-serylazetidin-3-yl)oxy]-3,4-dihydro-2H-1,2-benzoxaborole OB1OC=2C(C1)CC=CC2OC2CN(C2)C([C@@H](N)CO)=O